S[C@@H]1CN(C[C@H]1OCC1=CC=C(C=C1)C(F)(F)F)C(=O)OC(C)(C)C tert-butyl trans-3-mercapto-4-((4-(trifluoromethyl)benzyl)oxy)pyrrolidine-1-carboxylate